(2,5-Dihydrofuran-2-yl) ethylmethanesulfonate C(C)CS(=O)(=O)OC1OCC=C1